ClC=1C=C2C(=NC=NC2=CC1C1=CC(=CC=C1)O)N1CCN(CC1)C(C=C)=O 1-(4-(6-chloro-7-(3-hydroxy-phenyl)quinazolin-4-yl)piperazin-1-yl)prop-2-en-1-one